OC1=C(C=CC(=C1)OCCCCCCCC)C(=O)C1=CC=CC=C1 (2-hydroxy-4-octyloxyphenyl)phenylketone